N-(5-(3-chloro-5-fluorobenzyl)pyridin-2-yl)-1-ethyl-1H-pyrazole-3-carboxamide ClC=1C=C(CC=2C=CC(=NC2)NC(=O)C2=NN(C=C2)CC)C=C(C1)F